C(#C)C=1C(=C(C(=CC1)OC)C1=CC(=NC=C1C(=O)NC=1SC(=NN1)OCCOC)C)F 4-(3-ethynyl-2-fluoro-6-methoxyphenyl)-N-(5-(2-methoxyethoxy)-1,3,4-thiadiazol-2-yl)-6-methylnicotinamide